S1C(=NC2=C1C=CC=C2)NC2=C(C=C(N=N2)N(C=2SC(=C(N2)C(=O)OCC)C2CN(C2)C2=CC=CC=C2)C)C ethyl 2-({6-[(1,3-benzothiazol-2-yl)amino]-5-methylpyridazin-3-yl}(methyl)amino)-5-(1-phenylazetidin-3-yl)-1,3-thiazole-4-carboxylate